CN1N=C(C2=CC=C(C=C12)B(O)O)C 1,3-DIMETHYL-1H-INDAZOLE-6-BORONIC ACID